(S)-6-(1-amino-1,3-dihydrospiro[indene-2,4'-piperidine]-1'-yl)-3-(6-fluoro-7,7-dimethyl-2-(trifluoromethyl)-7,8-dihydroquinolin-5-yl)-1,5-dihydro-4H-pyrazolo[3,4-d]pyrimidin-4-one N[C@@H]1C2=CC=CC=C2CC12CCN(CC2)C=2NC(C1=C(N2)NN=C1C=1C=2C=CC(=NC2CC(C1F)(C)C)C(F)(F)F)=O